C(#N)[C@@H]1[C@H](CN(C12CC2)C(=O)[C@@H]2CC[C@H]1N2C([C@H](CCC1)NC(OC(C)(C)C)=O)=O)C=1C=NC=CC1 tert-butyl ((3S,6S,9aS)-3-((6S,7R)-7-cyano-6-(pyridin-3-yl)-4-azaspiro[2.4]heptane-4-carbonyl)-5-oxooctahydro-1H-pyrrolo[1,2-a]azepin-6-yl)carbamate